tetradecyloxysilicon C(CCCCCCCCCCCCC)O[Si]